((2,6-difluorophenyl)ethynyl)-N,N-dimethylaniline FC1=C(C(=CC=C1)F)C#CC1=C(N(C)C)C=CC=C1